C(CCC)N(CCCC)CN1N=NC2=C1C=CC(=C2)C(=O)O 1-[N,N-bis(1-butyl)aminomethyl]-5-carboxybenzotriazole